(5R)-tert-butyl 5-methyl-3-oxo-2-(3-(trifluoromethyl)phenyl)piperazine-1-carboxylate C[C@H]1NC(C(N(C1)C(=O)OC(C)(C)C)C1=CC(=CC=C1)C(F)(F)F)=O